C(#N)C1=CC(=CC=2N=C(OC21)C=2C(=C(C=CC2)C2=C(C(=CC=C2)C=2OC1=C(N2)C=C(C(=C1)OC(F)F)CN1[C@@H](CCC1)C(=O)O)C)C)CNCC1NC(CC1)=O ((2-(3'-(7-cyano-5-((((5-oxopyrrolidin-2-yl)methyl)amino)methyl)benzo[d]oxazol-2-yl)-2,2'-dimethyl-[1,1'-biphenyl]-3-yl)-6-(difluoromethoxy)benzo[d]oxazol-5-yl)methyl)-L-proline